tert-butyl (3-(8-(4-(2,6-dioxopiperidin-3-yl)phenyl)-2,8-diazaspiro[4.5]decan-2-yl)propyl)carbamate O=C1NC(CCC1C1=CC=C(C=C1)N1CCC2(CCN(C2)CCCNC(OC(C)(C)C)=O)CC1)=O